C(C)(C)C1=C(C=CC=C1)C1=NC=C2NC(N(C2=N1)CC1=CC=C(C=C1)N1N=C(C=C1)OC)=O 2-(2-isopropylphenyl)-9-(4-(3-methoxy-1H-pyrazol-1-yl)benzyl)-7,9-dihydro-8H-purin-8-one